(S)-2-(4-(6-((5-(1,1-difluoroethyl)thiazol-2-yl)methoxy)-5-fluoropyridin-2-yl)-2,5-difluorobenzyl)-4-fluoro-1-(oxetan-2-ylmethyl)-1H-benzo[d]imidazole-6-carboxylic acid FC(C)(F)C1=CN=C(S1)COC1=C(C=CC(=N1)C1=CC(=C(CC2=NC3=C(N2C[C@H]2OCC2)C=C(C=C3F)C(=O)O)C=C1F)F)F